O1CCC(=CC1)C1=CC(=C2C=C(C(N(C2=C1)C)=O)C)B1OC(C(O1)(C)C)(C)C 7-(3,6-dihydro-2H-pyran-4-yl)-1,3-dimethyl-5-(4,4,5,5-tetramethyl-1,3,2-dioxaborolan-2-yl)quinolin-2(1H)-one